CC(C)(C)NCCC1OCCC1 2-methyl-N-(tetrahydrofuran-2-ylethyl)propan-2-amine